FC1=CC=C(C=N1)C=1C=C(N(C1)COCC[Si](C)(C)C)C=1C=NN(C1)C 4-(6-Fluoropyridin-3-yl)-2-(1-methyl-1H-pyrazol-4-yl)-1-((2-(trimethylsilyl)ethoxy)methyl)-1H-pyrrole